CO[Si](CCCOCC1CO1)(OC)OC glycidyl 3-(trimethoxysilyl)propyl ether